C(C)(C)(C)OC(=O)N1C(CC=CC1)C=1C=C(C=NC1)N1C2CN(C(C1)C2)C(=O)OC(C)(C)C tert-Butyl 5-[5-(1-tert-butoxycarbonyl-3,6-dihydro-2H-pyridin-2-yl)-3-pyridyl]-2,5-diazabicyclo[2.2.1]heptane-2-carboxylate